CN(CCNC=1SC(=C(N1)C)C1=CC(=NC=C1C#N)NC1CCN(CC1)S(=O)(=O)C)C 4-(2-((2-(dimethylamino)ethyl)amino)-4-methylthiazol-5-yl)-6-((1-(methylsulfonyl)piperidin-4-yl)amino)nicotinonitrile